3-iodo-5-(4-isopropyl-4H-1,2,4-triazol-3-yl)-1H-indazole IC1=NNC2=CC=C(C=C12)C1=NN=CN1C(C)C